1-(palmitoyloxy)-3-(((1-(2,2,2-trifluoroethyl)azetidin-3-yl)carbamoyl)oxy)-propan-2-yl oleate C(CCCCCCC\C=C/CCCCCCCC)(=O)OC(COC(CCCCCCCCCCCCCCC)=O)COC(NC1CN(C1)CC(F)(F)F)=O